CC(CC)OC1=NC=CC2=C1SC(=N2)NC(CCNC2=NC=CC1=CC=C(C=C21)C2=NOC(=N2)C)=O N-[4-(butan-2-yloxy)-[1,3]thiazolo[5,4-c]pyridin-2-yl]-3-{[7-(5-methyl-1,2,4-oxadiazol-3-yl)isoquinolin-1-yl]amino}propanamide